(7R)-7-hydroxy-5-oxa-2-azaspiro[3.4]octane-2-carboxylic acid tert-butyl ester C(C)(C)(C)OC(=O)N1CC2(C1)OC[C@@H](C2)O